OC1(CCN(CC1)CC(=O)N1CCCCC1)C 1-[2-(4-hydroxy-4-methylpiperidin-1-yl)acetyl]piperidin